[Te](=O)(=O)([O-])[O-].[Dy+3].[Te](=O)(=O)([O-])[O-].[Te](=O)(=O)([O-])[O-].[Dy+3] dysprosium tellurate